6-[6-(4-methylpiperazin-1-yl)pyridin-3-yl]-1-propan-2-ylindazole-4-carboxamide CN1CCN(CC1)C1=CC=C(C=N1)C=1C=C(C=2C=NN(C2C1)C(C)C)C(=O)N